Cl.CC(C#C/C=C/CN(CC1=CC=CC2=CC=CC=C12)C)(C)C [(2E)-6,6-dimethylhept-2-en-4-yn-1-yl](methyl)(naphthalen-1-ylmethyl)amine hydrochloride